C1(CC1)C1=C(C=CC=C1)C=1C=CC2=C(B(OC23CNCC3)O)C1 6-(2-cyclopropylphenyl)-1H-spiro[benzo[c][1,2]oxaborolan-3,3'-pyrrolidin]-1-ol